CN1CCN(CC1)C=1C=CC(=C(N)C1)OC(F)(F)F 5-(4-methylpiperazin-1-yl)-2-trifluoromethoxyaniline